(R)-2-((4-((3,5-difluoro-4-(piperidin-1-yl)phenyl)amino)benzyl)carbamoyl)pyrrolidine-1-carboxylic acid tert-butyl ester C(C)(C)(C)OC(=O)N1[C@H](CCC1)C(NCC1=CC=C(C=C1)NC1=CC(=C(C(=C1)F)N1CCCCC1)F)=O